O=C1C2CC2CO1 2-oxo-3-oxabicyclo[3.1.0]hexane